FC=1C(=CC2=C(N=C(O2)NC(=O)C23CC4(CC(CC(C2)C4)(C3)C)C)C1)F N-(5,6-difluoro-1,3-benzoxazol-2-yl)-3,5-Dimethyladamantane-1-carboxamide